O=C1NC(CC[C@@H]1N1C(C2=CC=CC(=C2C1=O)NC1=C(C=C2CCC(N(C2=C1)C)=O)C1=CC(=NC=C1)C)=O)=O (S)-2-(2,6-dioxopiperidin-3-yl)-4-((1-methyl-6-(2-methylpyridin-4-yl)-2-oxo-1,2,3,4-tetrahydroquinolin-7-yl)amino)isoindoline-1,3-dione